ClC1=C(C(=CC(=C1)F)Cl)NC=1N(C2=NC(=NC=C2N1)NC[C@H]1[C@H](CCCC1)O)C1CCC(CC1)C(=O)N (1R,4s)-4-(8-(2,6-dichloro-4-fluorophenylamino)-2-(((1S,2S)-2-hydroxycyclohexyl)methylamino)-9H-purin-9-yl)cyclohexanecarboxamide